tert-Butyl (1R,4R)-5-[6-bromo-5-chloro-9-(cyanomethyl)-7,9-dihydrofuro[3,4-f]quinazolin-1-yl]-2,5-diazabicyclo[2.2.1]heptane-2-carboxylate BrC=1C2=C(C=3C(=NC=NC3C1Cl)N1[C@H]3CN([C@@H](C1)C3)C(=O)OC(C)(C)C)C(OC2)CC#N